BrC=1C=C(C(=C(C1)Cl)CC1=CC=C(C=C1)OC)Cl 5-bromo-1,3-dichloro-2-[(4-methoxyphenyl)methyl]benzene